3-(4-benzoylphenoxy)nonane acrylate C(C=C)(=O)O.C(C1=CC=CC=C1)(=O)C1=CC=C(OC(CC)CCCCCC)C=C1